CN(C)[Sn] dimethylamino-tin